6,7-dihydro-1H-pyrazolo[4,3-c]Pyridine-5(4H)-nitrile N1N=CC=2CN(CCC21)C#N